C(C)(C)(C)OC(=O)N1C(CN(CC1)C1=NC(=NC=2C[C@@]3(CCC12)CC1=CC=CC(=C1CC3)F)SC)COC 4-((R)-5-fluoro-2'-(methylthio)-3,4,5',8'-tetrahydro-1H,6'H-spiro[naphthalene-2,7'-quinazoline]-4'-yl)-2-(methoxymethyl)piperazine-1-carboxylic acid tert-butyl ester